N1(CCNCC1)CCCCNCCCCN1CCNCC1 bis(4-(piperazin-1-yl)butyl)amine